CC1=NN(C2=NC(=NC=C21)NC=2C(=CC=1N(C2)N=CN1)C)C1COCCC1 3-methyl-N-(7-methyl-[1,2,4]triazolo[1,5-a]pyridin-6-yl)-1-(tetrahydro-2H-pyran-3-yl)-1H-pyrazolo[3,4-d]pyrimidin-6-amine